C(C)[C@@]1(CC[C@@]2([C@H]3CC[C@@]4([C@H](CC[C@H]4[C@@H]3CC=C2C1)[C@H](C)CC[C@H](C(C)C)O)CC)C)O (3S,8S,9S,10R,13R,14S,17R)-3,13-diethyl-17-((2R,5R)-5-hydroxy-6-methylheptan-2-yl)-10-methyl-2,3,4,7,8,9,10,11,12,13,14,15,16,17-tetradecahydro-1H-cyclopenta[a]phenanthren-3-ol